4-[3-[9-[4-[[3-(4-cyano-3-methoxy-phenoxy)-2,2,4,4-tetramethyl-cyclobutyl]carbamoyl]phenyl]-1-oxo-4,9-diazaspiro[5.5]undecan-4-yl]cyclobutoxy]-2-methoxy-benzoic acid C(#N)C1=C(C=C(OC2C(C(C2(C)C)NC(=O)C2=CC=C(C=C2)N2CCC3(CN(CCC3=O)C3CC(C3)OC3=CC(=C(C(=O)O)C=C3)OC)CC2)(C)C)C=C1)OC